CN(CC(=O)NCC(=O)OCC1=CC(=NN1C)N(C)C)C(CN1N=C(C=2C(=CC=CC12)C1=C(C=C2C=NN(C2=C1)C)F)C1CCNCC1)=O (3-(dimethylamino)-1-methyl-1H-pyrazol-5-yl)methanol methyl-(2-(5'-fluoro-1'-methyl-3-(piperidin-4-yl)-1H,1'H-[4,6'-biindazol]-1-yl)acetyl)glycylglycinate